C(C)(C)(C)N1N=CC(=C1)C1=CC=C(C(=O)O)C=C1 4-(1-tert-Butylpyrazol-4-yl)benzoic acid